ClC1=C(C(=C2N1CCN(C2)C(=O)NCC(CC)CC)C(=O)N)C2=CC=CC=C2 6-chloro-N2-(2-ethylbutyl)-7-phenyl-3,4-dihydropyrrolo[1,2-a]pyrazine-2,8(1H)-dicarboxamide